TERT-BUTYL 6-(2-OXOETHYL)PYRIDIN-2-YLCARBAMATE O=CCC1=CC=CC(=N1)NC(OC(C)(C)C)=O